5-cyano-N-[4-[(6,7-dimethoxy-1,5-naphthyridin-4-yl)oxy]-3-fluorophenyl]-4-hydroxy-2,6-dimethylpyridine-3-carboxamide C(#N)C=1C(=C(C(=NC1C)C)C(=O)NC1=CC(=C(C=C1)OC1=CC=NC2=CC(=C(N=C12)OC)OC)F)O